ClC1=C(C(=CC=C1)Cl)COC=1C=CC(=NC1)NC([C@@H](CO)NC(C)=O)=O (2R)-N-{5-[(2,6-dichlorophenyl)methoxy]pyridin-2-yl}-2-acetamido-3-hydroxypropanamide